C(\C=C/CCCCCC)OC(CCCCC(=O)OCCCCCCBr)OC\C=C/CCCCCC 6-bromohexyl 6,6-bis(((Z)-non-2-en-1-yl)oxy)hexanoate